1-benzyl-N-[(6R)-2-[2-(2-methoxyethoxy)ethyl]-4-methyl-5-oxo-7,8-dihydro-6H-pyrazolo[1,5-a][1,3]diazepin-6-yl]-1,2,4-triazole-3-carboxamide C(C1=CC=CC=C1)N1N=C(N=C1)C(=O)N[C@H]1C(N(C=2N(CC1)N=C(C2)CCOCCOC)C)=O